(R)-6-(2-(3-(benzofuran-3-yl)phenyl)-2-hydroxyacetyl)-2-(1-phenylcyclopropyl)-5,6,7,8-tetrahydropyrido[4,3-d]pyrimidin-4(3H)-one O1C=C(C2=C1C=CC=C2)C=2C=C(C=CC2)[C@H](C(=O)N2CC1=C(N=C(NC1=O)C1(CC1)C1=CC=CC=C1)CC2)O